N-(6-(4-fluoro-3-(2-hydroxyethoxy)phenyl)-1-(3-fluorophenyl)-1H-pyrazolo[3,4-d]pyrimidin-4-yl)-5-nitrothiophene-2-carboxamide FC1=C(C=C(C=C1)C1=NC(=C2C(=N1)N(N=C2)C2=CC(=CC=C2)F)NC(=O)C=2SC(=CC2)[N+](=O)[O-])OCCO